tetraglycidyl-4,4'-methylenedi-o-toluidine C(C1CO1)N(C=1C(=CC(=CC1)CC=1C=C(C(N(CC2CO2)CC2CO2)=CC1)C)C)CC1CO1